COC(C1=C(N=C(C=C1)C1=CCC(CC1)C)OC)=O.COC1=C(C(=O)OC)C=CC(=N1)C1=CCC(CC1)C methyl 2-methoxy-6-(4-methylcyclohex-1-en-1-yl)nicotinate methyl-2-methoxy-6-(4-methylcyclohex-1-en-1-yl)nicotinate